CC=1N=C(C=2N(C1C1=CN=C(S1)C)N=CC2)N2CCC1(CC2)[C@@H](C=2C(=NC=CC2)C1)N (5S)-1'-[6-methyl-7-(2-methylthiazol-5-yl)pyrazolo[1,5-a]pyrazin-4-yl]spiro[5,7-dihydrocyclopenta[b]pyridine-6,4'-piperidine]-5-amine